3-((7-(5-chloro-3-methyl-2-(((S)-piperidin-3-yl)oxy)phenyl)thieno[3,2-b]pyridin-2-yl)methyl)piperazin-2-one hydrochloride Cl.ClC=1C=C(C(=C(C1)C1=C2C(=NC=C1)C=C(S2)CC2C(NCCN2)=O)O[C@@H]2CNCCC2)C